4-[(4,6-dichloro-1,3,5-triazin-2-yl)amino]-2-(3-hydroxy-6-oxoxanthen-9-yl)benzoic acid ClC1=NC(=NC(=N1)Cl)NC1=CC(=C(C(=O)O)C=C1)C1=C2C=CC(C=C2OC=2C=C(C=CC12)O)=O